ClC1=C(COC=2C=C3CCC(C3=CC2)N2CC3(C2)CC(C3)C(=O)O)C(=CC=C1)Cl 2-(5-((2,6-dichlorobenzyl)oxy)-2,3-dihydro-1H-inden-1-yl)-2-azaspiro[3.3]heptane-6-carboxylic acid